6-(3-(2-fluorobenzyl)-7,8-dihydro-1,6-naphthyridin-6(5H)-yl)-5-methylnicotinonitrile FC1=C(CC=2C=NC=3CCN(CC3C2)C2=NC=C(C#N)C=C2C)C=CC=C1